C1(=CC=CC=C1)C1=NOC(=N1)CN1C(C(C2=CC(=CC=C12)NC(CC)=O)=O)=O N-(1-((3-phenyl-1,2,4-oxadiazol-5-yl)methyl)-2,3-diketoindol-5-yl)propanamide